6,8-dibromo-imidazo[1,2-a]pyrazine-2-carboxylic acid ethyl ester C(C)OC(=O)C=1N=C2N(C=C(N=C2Br)Br)C1